methionine aspartate N[C@@H](CC(=O)O)C(=O)O.N[C@@H](CCSC)C(=O)O